C(N)(=N)C1=C(C=CC=C1)C1=C(C(=O)O)C=CC=C1 2-(2-guanylphenyl)benzoic acid